tert-butyl (2S,6S)-4-[2-acetamido-4-[(7-fluoro-2-methyl-indazol-5-yl)carbamoyl]-1,3-benzothiazol-7-yl]-2,6-dimethyl-piperazine-1-carboxylate C(C)(=O)NC=1SC2=C(N1)C(=CC=C2N2C[C@@H](N([C@H](C2)C)C(=O)OC(C)(C)C)C)C(NC2=CC1=CN(N=C1C(=C2)F)C)=O